(S)- and (R)-1-(6-(1H-pyrazol-1-yl)-1H-indol-3-yl)-2-((4-fluorophenethyl)amino)-2-phenylethan-1-one N1(N=CC=C1)C1=CC=C2C(=CNC2=C1)C([C@H](C1=CC=CC=C1)NCCC1=CC=C(C=C1)F)=O |r|